CC=1C=CC=C2N(CCN(C12)C(=O)OCC1=CC=CC=C1)C=1C(N2CCCN(C(C=3C=CC=C(NC4=NC=C(C1)C2=N4)C3)=O)C)=O benzyl 8-methyl-4-(9-methyl-8,14-dioxo-2,9,13,19,20-pentazatetracyclo[11.6.2.13,7.017,21]docosa-1(19),3,5,7(22),15,17,20-heptaen-15-yl)-2,3-dihydroquinoxaline-1-carboxylate